C(CC)N(CCN[Si](C)(CC)CC)CCC [2-(dipropylamino)ethyl](diethylmethylsilyl)amine